ClC=1C=C(C=CC1C#N)N1CC2(C[C@H]1C)CCN(CC2)C2=CC=C(C(=O)N1CCC(CC1)CN1CCN(CC1)C=1C=CC(=NC1)C(=O)N[C@@H]1C(NC(CC1)=O)=O)C=C2 5-(4-((1-(4-((R)-2-(3-Chloro-4-cyanophenyl)-3-methyl-2,8-diazaspiro[4.5]decan-8-yl)benzoyl)piperidin-4-yl)meth-yl)piperazin-1-yl)-N-((S)-2,6-dioxopiperidin-3-yl)picolinamide